3-(4-(((1r,4r)-4-aminocyclohexyl)(isopentyl)amino)-1-oxoisoindolin-2-yl)piperidine-2,6-dione NC1CCC(CC1)N(C1=C2CN(C(C2=CC=C1)=O)C1C(NC(CC1)=O)=O)CCC(C)C